C(C)(=O)O[C@@H]1CC[C@H]2C([C@H]2CC[C@H]1I)(C(=O)OC)C(=O)OC (Z)-Dimethyl (1R,4R,5R,8S)-4-acetoxy-5-iodobicyclo[6.1.0]nonane-9,9-dicarboxylate